[2-[4-[5-(dimethylamino)pentyl-[4-[2-(2-methyloctanoyloxy)-1-(2-methyloctanoyloxymethyl)ethoxy]-4-oxo-butyl]amino]butanoyloxy]-3-(2-methyloctanoyl oxy)propyl]2-methyloctanoate CN(CCCCCN(CCCC(=O)OC(COC(C(CCCCCC)C)=O)COC(C(CCCCCC)C)=O)CCCC(=O)OC(COC(C(CCCCCC)C)=O)COC(C(CCCCCC)C)=O)C